Methyl (R)-1-((2-aminopropyl)amino)-7-hydroxythieno[3,2-f]quinoline-2-carboxylate N[C@@H](CNC1=C(SC=2C1=C1C=CC(=NC1=CC2)O)C(=O)OC)C